O[C@@H]1[C@H]2[C@@H]([C@H]([C@@H](C1)O2)C(=O)NC2=CC(=CC=C2)C(F)(F)F)C2=CC(=CC=C2)C(F)(F)F |r| rac-(1r,2r,3s,4r,5s)-5-hydroxy-N,3-bis(3-(trifluoromethyl)phenyl)-7-oxabicyclo[2.2.1]heptane-2-carboxamide